C(CCCCCCC)(=O)C(C(=O)OCC(O)CO)CCCCCCCC glycerol mono-caprylyl-caprate